FC=1C=CC(=NC1)C=O 5-fluoropicolinaldehyde